5-(trifluoromethyl)-4,5,6,7-tetrahydrotriazolo[1,5-a]Pyridine-3-carboxylic acid FC(C1CC=2N(CC1)N=NC2C(=O)O)(F)F